farnesaldehyde C(C=C(C)CCC=C(C)CCC=C(C)C)=O